FC(C1=NC=CC(=C1)C1=NOC(=N1)[C@H](C)N)F (S)-1-(3-(2-(difluoromethyl)pyridin-4-yl)-1,2,4-oxadiazol-5-yl)ethan-1-amine